7-bromo-2-[(3R,5S)-3,5-dimethylpiperazin-1-yl]-N-[(5-fluoro-1H-benzimidazol-2-yl)methyl]imidazo[2,1-f][1,2,4]triazin-4-amine BrC1=CN=C2C(=NC(=NN21)N2C[C@H](N[C@H](C2)C)C)NCC2=NC1=C(N2)C=CC(=C1)F